2-(prop-1-en-2-yl)pyridine C=C(C)C1=NC=CC=C1